1-(3-(3-chloro-2-methylphenyl)-3-(quinolin-7-ylamino)azetidin-1-yl)-2-fluoroethan-1-one ClC=1C(=C(C=CC1)C1(CN(C1)C(CF)=O)NC1=CC=C2C=CC=NC2=C1)C